7-(imidazo[1,2-a]pyridin-3-ylethynyl)-6-methyl-N-(3-(trifluoromethyl)phenyl)benzo[d]isoxazol-3-amine N=1C=C(N2C1C=CC=C2)C#CC2=C(C=CC=1C(=NOC12)NC1=CC(=CC=C1)C(F)(F)F)C